acryloyl-N-ethylamine C(C=C)(=O)NCC